N-[6-[(2,5-dichloro-3-pyridyl)carbamoyl]spiro[3.3]heptan-2-yl]-5-methylsulfonyl-furan-2-carboxamide ClC1=NC=C(C=C1NC(=O)C1CC2(CC(C2)NC(=O)C=2OC(=CC2)S(=O)(=O)C)C1)Cl